(2S,3S,4R,5R,6R)-3-azido-4,5-bis(benzyloxy)-6-((benzyloxy)methyl)-2-methyltetrahydro-2H-pyran N(=[N+]=[N-])[C@H]1[C@@H](O[C@@H]([C@@H]([C@@H]1OCC1=CC=CC=C1)OCC1=CC=CC=C1)COCC1=CC=CC=C1)C